CN[C@@H](CO)C(=O)O Nα-Methylserine